C1(=CC=CC=C1)C1=CC(=CC(=C1)NC=1C(=C2C=CC=CC2=CC1)C=1C(=CC=C2C=CC=CC12)NC=1C=C(C=C(C1)C1=CC=CC=C1)C1=CC=CC=C1)C1=CC=CC=C1 (S)-N2,N2'-di([1,1':3',1''-terphenyl]-5'-yl)-[1,1-binaphthalene]-2,2'-diamine